1-(2,2-dihydroxyethyl)-5-methoxy-6-(methoxycarbonyl)-4-oxo-1,4-dihydropyridine-3-carboxylic acid OC(CN1C=C(C(C(=C1C(=O)OC)OC)=O)C(=O)O)O